1,1,1,3,3,3-hexafluoro-2-(4-(hydroxymethyl)phenyl)propan-2-ol FC(C(C(F)(F)F)(O)C1=CC=C(C=C1)CO)(F)F